3-(5-((4-(4-(1,2-bis(4-hydroxyphenyl)but-1-en-1-yl)phenyl)piperazin-1-yl)methyl)-4-fluoro-1-oxoisoindolin-2-yl)piperidine-2,6-dione OC1=CC=C(C=C1)C(=C(CC)C1=CC=C(C=C1)O)C1=CC=C(C=C1)N1CCN(CC1)CC=1C(=C2CN(C(C2=CC1)=O)C1C(NC(CC1)=O)=O)F